(R)-8-bromo-1-(1-phenylethyl)-1H-[1,2,3]triazolo[4,5-c]quinoline BrC1=CC=2C3=C(C=NC2C=C1)N=NN3[C@H](C)C3=CC=CC=C3